3-methylpent-2-en-1-one CC(=CC=O)CC